ethyl 4-[3-(difluoromethyl)pyrazol-1-yl]cyclohexanecarboxylate FC(C1=NN(C=C1)C1CCC(CC1)C(=O)OCC)F